C(CCCCCCCCC)(=O)OCC1CCC(O1)CO 5-tetrahydrofurandimethanol decanoate